N-Boc-L-glutamic acid-5-methyl ester COC(CC[C@H](NC(=O)OC(C)(C)C)C(=O)O)=O